2-bromo-5-cyclopropoxypyridine BrC1=NC=C(C=C1)OC1CC1